tert-Butyl (2R)-4-(6-amino-4-methoxypyridin-3-yl)-2-[(1S)-1-hydroxyethyl]piperazine-1-carboxylate NC1=CC(=C(C=N1)N1C[C@@H](N(CC1)C(=O)OC(C)(C)C)[C@H](C)O)OC